3-(2-bromoethyl)-3-methyl-oxetane BrCCC1(COC1)C